tetraethoxyhafnium (IV) C(C)O[Hf](OCC)(OCC)OCC